ClC1=CC=C2C(=CNC2=C1)CC(=O)N 2-(6-chloro-1H-indol-3-yl)acetamide